boric acid N-methyliminodiacetate CN(CC(=O)O)CC(=O)O.B(O)(O)O